3,4,5-trifluoro-2-(2-pyridyl)phenyl-(2-carboxypyridyl)iridium(III) FC=1C(=C(C=C(C1F)F)[Ir+]C=1C(=NC=CC1)C(=O)O)C1=NC=CC=C1